C(C1=CC=CC=C1)OC1=C(N=C(C2=CC(=CC=C12)OC1=CC=CC=C1)C)C(=O)NCC(=O)O [(4-Benzyloxy-1-methyl-7-phenoxy-isoquinoline-3-carbonyl)-amino]-acetic acid